Ethyltetramethylcyclopentadienyl-(1,6,6-trimethyl-1,5,6,7-tetrahydro-s-indacenyl)hafnium C(C)[Hf](C1(C=CC2=CC=3CC(CC3C=C12)(C)C)C)C1C(=C(C(=C1C)C)C)C